4-chlorobenzyl (4-(1-(nicotinamido)ethyl)phenyl)carbamate C(C1=CN=CC=C1)(=O)NC(C)C1=CC=C(C=C1)NC(OCC1=CC=C(C=C1)Cl)=O